4-amino-N-methyl-N-(2-(trifluoromethyl)-6,7-dihydro-5H-cyclopenta[b]pyridin-5-yl)pyrrolo[1,2-a]quinoxaline-8-carboxamide NC=1C=2N(C3=CC(=CC=C3N1)C(=O)N(C1CCC3=NC(=CC=C31)C(F)(F)F)C)C=CC2